methyl 3-[[[4-chloro-6-(2,6-dimethylphenyl)pyrimidin-2-yl]amino]sulfonimidoyl]benzoate ClC1=NC(=NC(=C1)C1=C(C=CC=C1C)C)NS(=O)(=N)C=1C=C(C(=O)OC)C=CC1